diphenylmethylene(cyclopentadienyl)(2-(diisopropylamino)-7-isopropyl-9-fluorenyl)zirconium dichloride [Cl-].[Cl-].C1(=CC=CC=C1)C(C1=CC=CC=C1)=[Zr+2](C1C2=CC(=CC=C2C=2C=CC(=CC12)N(C(C)C)C(C)C)C(C)C)C1C=CC=C1